ClC1=NC2=CC(=CC=C2C(=C1)C1=C(C=CC=C1)C)O[C@@H](C(=O)OCC)C ethyl (R)-2-((2-chloro-4-(o-tolyl)quinolin-7-yl)oxy)propanoate